C(C)(C)(C)OC(=O)N1CC2(C1)CN(C2)C2=C(C=C1C=C(N=NC1=C2)C2=C(C=CC=C2)OCOC)OC2CC2.BrC2=C(C(=CC(=C2)F)OC2=CC(=CC=C2)F)F 1-bromo-2,5-difluoro-3-(3-fluorophenoxy)benzene tert-butyl-6-{6-cyclopropoxy-3-[2-(methoxymethoxy)phenyl]cinnolin-7-yl}-2,6-diazaspiro[3.3]heptane-2-carboxylate